FC1=C(C=C(C2=CC=CC=C12)[N+](=O)[O-])[N+](=O)[O-] 1-fluoro-2,4-dinitronaphthalene